C(CC#C)C1(N=N1)CCI 3-(but-3-yn-1-yl)-3-(iodoethyl)-3H-diazirine